FC1CCC2=CC=CC(=C12)[N+](=O)[O-] fluoro-7-nitro-2,3-dihydro-1H-indene